C(CC)(=O)O.CNC(C1=CC(=CC=C1)C1=NC2=CC=CC=C2C=C1)=O N-methyl-3-(quinoline-2-yl)benzamide Propanoat